C(C=C)(=O)OCCCCCCCCCCCOC1=CC(=C(C=C1)C1=NC(=NC(=N1)C1=C(C=C(C=C1)OCCCCCC)O)C1=C(C=C(C=C1C)C)C)O 11-(4-(4-(4-(hexyloxy)-2-hydroxyphenyl)-6-mesityl-1,3,5-triazin-2-yl)-3-hydroxyphenoxy)undecyl acrylate